(S)-3-((2,5-dimethyl-6-(4-(5,6,7,8-tetrahydro-1,8-naphthyridin-2-yl)piperidin-1-yl)pyrimidin-4-yl)amino)-2-((4-methoxyphenyl)sulfonamido)propanoic acid CC1=NC(=C(C(=N1)NC[C@@H](C(=O)O)NS(=O)(=O)C1=CC=C(C=C1)OC)C)N1CCC(CC1)C1=NC=2NCCCC2C=C1